C(C)(C)(C)CC(=O)C=1C=NC(=CC1)C tert-butyl-1-(6-methylpyridin-3-yl)ethan-1-one